C(N)(=O)[C@H]1N2C(N([C@H](CC1)C2)OS(O)(=O)=O)=O (1R,2S,5R)-2-carbamoyl-7-oxo-1,6-diazabicyclo[3.2.1]oct-6-yl-sulfuric acid